1-(4-fluorophenyl)-N-hydroxycyclopropane-1-carboximidamide FC1=CC=C(C=C1)C1(CC1)C(NO)=N